ClC=1C=C(C(=O)N2CC=3C(=NN4C3C(N(C[C@H]4C(=O)NC)[C@H](C)C=4N=NC(=CC4)C)=O)C[C@H]2C)C=CC1Cl |o1:21| (3R,7S)-2-(3,4-Dichlorobenzoyl)-N,3-dimethyl-9-((R*)-1-(6-methylpyridazin-3-yl)ethyl)-10-oxo-1,2,3,4,7,8,9,10-octahydropyrido[4',3':3,4]pyrazolo[1,5-a]pyrazine-7-carboxamide